N1(CCNCC1)C=1C=CC(=NC1)N (5-(piperazin-1-yl)pyridin-2-yl)amine